C1=COC(=C1)C2=NC=CS2 FURYLTHIAZOLE